C(C)(=O)C=1C(=NC(=CC1)N1C=NC2=C1C=CC(=C2)NC=2N=NC(=CC2OC)Cl)N2N=C(C=C2C)C#N 1-[3-acetyl-6-[5-[(6-chloro-4-methoxy-pyridazin-3-yl)amino]benzimidazol-1-yl]-2-pyridinyl]-5-methyl-pyrazole-3-carbonitrile